Cl.N(C)CC(=O)O Sarcosine-HCl